rac-(2s,3s,5r)-3-(3,4-difluoro-2-methoxyphenyl)-5-methyl-5-(trifluoromethyl)tetrahydrofuran-2-carboxylic acid ethyl ester C(C)OC(=O)[C@H]1O[C@](C[C@H]1C1=C(C(=C(C=C1)F)F)OC)(C(F)(F)F)C |r|